(1S,5S)-6-(4-((2-hydroxyethyl)thio)phenyl)-9,9-dimethyl-3,6-diazabicyclo[3.2.2]nonane-3-carboxylic acid tert-butyl ester C(C)(C)(C)OC(=O)N1C[C@@H]2CN([C@H](C1)C(C2)(C)C)C2=CC=C(C=C2)SCCO